N,N'-Di(1-naphthalenyl)-N,N'-diphenyl-(1,1'-biphenyl)-4,4'-diamine C1(=CC=CC2=CC=CC=C12)N(C1=CC=C(C=C1)C1=CC=C(C=C1)N(C1=CC=CC=C1)C1=CC=CC2=CC=CC=C12)C1=CC=CC=C1